FC(CO)(F)C=1C(=C(C=CC1)[C@@H](C)NC1=NN=C(C=2C=C3C(=CC12)C(C(N3C)=O)(OC)CC)C)F 5-[[(1R)-1-[3-(1,1-difluoro-2-hydroxy-ethyl)-2-fluoro-phenyl]ethyl]amino]-3-ethyl-3-methoxy-1,8-dimethyl-pyrrolo[2,3-g]phthalazin-2-one